(R)-4-(4-acryloyl-2-methylpiperazin-1-yl)-1-(2-isopropylphenyl)-7-(5-methyl-1H-indazol-4-yl)-5,6,7,8-tetrahydropyrido[3,4-d]pyrimidin-2(1H)-one C(C=C)(=O)N1C[C@H](N(CC1)C=1C2=C(N(C(N1)=O)C1=C(C=CC=C1)C(C)C)CN(CC2)C2=C1C=NNC1=CC=C2C)C